(S)-2-cyano-pyrrolidin C(#N)[C@H]1NCCC1